ethyl 4-(5-methylpyridin-2-yl)-3-oxobutyrate CC=1C=CC(=NC1)CC(CC(=O)OCC)=O